tert-butyl N-{1-[8-(2,3-dichlorophenyl)imidazo[1,2-c]pyrimidin-5-yl]-4-methylpiperidin-4-yl}carbamate ClC1=C(C=CC=C1Cl)C=1C=2N(C(=NC1)N1CCC(CC1)(C)NC(OC(C)(C)C)=O)C=CN2